C(#N)C1=CC=C(C=C1)N(C(OC(C)(C)C)=O)CC1=CC=C(C=C1)C1CCCCC1 tert-butyl (4-cyanophenyl)(4-cyclohexylbenzyl)carbamate